C1(=CC=CC=C1)C1=NN=C2N1C=CC=N2 3-phenyl-[1,2,4]triazolo[4,3-a]pyrimidine